N-(1-(4-cyclopropylthiazol-2-yl)ethylidene)-2-methyl-propane-2-sulfinamide C1(CC1)C=1N=C(SC1)C(C)=NS(=O)C(C)(C)C